tert-butyl 4-[4-[2-(dimethylcarbamoyl)-4-fluoro-5-[1-(3-pyrazol-1-ylpropanoyl)-3,6-dihydro-2H-pyridin-5-yl]benzofuran-7-yl]-3-methoxy-phenyl]piperazine-1-carboxylate CN(C(=O)C=1OC2=C(C1)C(=C(C=C2C2=C(C=C(C=C2)N2CCN(CC2)C(=O)OC(C)(C)C)OC)C2=CCCN(C2)C(CCN2N=CC=C2)=O)F)C